tert-butyl N-amino-N-[(5,5-dimethyl-2-oxo-pyrrolidin-3-yl)methyl]carbamate NN(C(OC(C)(C)C)=O)CC1C(NC(C1)(C)C)=O